4-[1-(1-Cyclopentyl-2-cyclopropylethyl)-1H-pyrazol-4-yl]-7-[2-(trimethylsilyl)ethoxy]-methyl-7H-pyrrolo[2,3-d]pyrimidine trifluoroacetate salt FC(C(=O)O)(F)F.C1(CCCC1)C(CC1CC1)N1N=CC(=C1)C=1C2=C(N=C(N1)C)N(C=C2)OCC[Si](C)(C)C